FC=1C(=NC(=CC1)F)NC1=NC=CC=C1C1=NC(=CC(=N1)C(=O)N)C1=C2C=NNC2=CC=C1C 2-(2-((3,6-difluoropyridin-2-yl)amino)pyridin-3-yl)-6-(5-methyl-1H-indazol-4-yl)pyrimidine-4-carboxamide